(S)-tert-butyl (1-(4,4-difluorocyclohexyl)-2-(4-(6-methoxy-1-methyl-1H-indole-2-carbonyl)piperazin-1-yl)-2-oxoethyl)carbamate FC1(CCC(CC1)[C@@H](C(=O)N1CCN(CC1)C(=O)C=1N(C2=CC(=CC=C2C1)OC)C)NC(OC(C)(C)C)=O)F